5-fluoro-7-methoxy-3,4-dihydro-1H-isoquinoline-2-carboxylic acid tert-butyl ester C(C)(C)(C)OC(=O)N1CC2=CC(=CC(=C2CC1)F)OC